FC(C(=O)O)(F)F.C(C)#N acetonitrile 2,2,2-trifluoroacetate salt